nickel iron manganese copper oxide [Cu]=O.[Mn].[Fe].[Ni]